C(#N)C1=CC=C(C=N1)[N-]CC#CC=1N(C2=CC=C(C=C2C1)CNC1CCN(CC1)C)CC N-(6-cyanopyridin-3-yl)-3-(1-ethyl-5-{[(1-methylpiperidin-4-yl)amino]methyl}-1H-indol-2-yl)prop-2-ynyl-amide